7-(4-bromo-3-chloro-benzoyl)-3-oxo-N-[rac-(1S)-1-(2-fluorophenyl)ethyl]-2-[4-(2,2,2-trifluoroethoxy)phenyl]-6,8-dihydro-5H-imidazo[1,5-a]pyrazine-1-carboxamide BrC1=C(C=C(C(=O)N2CC=3N(CC2)C(N(C3C(=O)N[C@@H](C)C3=C(C=CC=C3)F)C3=CC=C(C=C3)OCC(F)(F)F)=O)C=C1)Cl |r|